C(C)(C)(C)OC(=O)N[C@@H]1CN(CC1)C=1C=C(C(=O)NCC(=O)OC)C=CC1[N+](=O)[O-] methyl (S)-(3-(3-((tert-butoxycarbonyl)amino)pyrrolidin-1-yl)-4-nitrobenzoyl)glycinate